(R,Z)-3-(1-((1-(1-isopropylpiperidin-4-yl)-1H-pyrazol-4-yl)amino)propylidene)-2-oxo-N-((tetrahydrofuran-2-yl)methyl)indoline-5-carboxamide C(C)(C)N1CCC(CC1)N1N=CC(=C1)N\C(\CC)=C\1/C(NC2=CC=C(C=C12)C(=O)NC[C@@H]1OCCC1)=O